BrC=1C(NC(N([C@H]2C[C@H](O)[C@@H](CO)O2)C1)=O)=O anti-5-bromo-deoxy-uridine